(1s,4s)-4-((5-(cinnolin-6-yl)-4-methoxy-7H-pyrrolo[2,3-d]pyrimidin-2-yl)amino)-1-methylcyclohexan-1-ol N1=NC=CC2=CC(=CC=C12)C1=CNC=2N=C(N=C(C21)OC)NC2CCC(CC2)(O)C